1-Bromoethyl-benzene BrC(C)C1=CC=CC=C1